2-(2-mercaptoethyl)pyrazine (2S)-2-[3-(2-aminoethyldisulfanyl)propanoyl-methyl-amino]propanoate NCCSSCCC(=O)N([C@H](C(=O)O)C)C.SCCC1=NC=CN=C1